C1(=CC=CC=2CCCCC12)C1=CC=C(OC=2N=NNC2C(=O)O)C=C1 4-(4-(5,6,7,8-tetrahydronaphthalen-1-yl)phenoxy)-1H-1,2,3-triazole-5-carboxylic acid